C(C)(C)(C)C1=CC(=NN1C)C1N(C2=CC(=CC=C2C1)C(=O)N)CC1=CN=C2N1C=CN=C2 (5-(tert-butyl)-1-methyl-1H-pyrazol-3-yl)-1-(imidazo[1,2-a]pyrazin-3-ylmethyl)indoline-6-carboxamide